C(C)(C)(C)OC(=O)N1CCN(CC1)CCNC=1C=C2C(N(C(C2=CC1)=O)C1C(NC(CC1)=O)=O)=O 4-(2-((2-(2,6-Dioxopiperidin-3-yl)-1,3-Dioxoisoindolin-5-yl)amino)ethyl)piperazine-1-carboxylic acid tert-butyl ester